4-(6-(3-(4-ethylphenoxy)pyrrolidin-1-yl)pyridin-3-yl)-2-fluoropyrazolo[1,5-a]pyridine-3-carbonitrile C(C)C1=CC=C(OC2CN(CC2)C2=CC=C(C=N2)C=2C=3N(C=CC2)N=C(C3C#N)F)C=C1